tert-butyl (S)-3-(2',4'-difluorobiphenyl-4-yl)-3-(3-(4-hydroxy-1,5-dimethyl-2-oxo-1,2-dihydro pyridin-3-yl)ureido)propanoate FC1=C(C=CC(=C1)F)C1=CC=C(C=C1)[C@H](CC(=O)OC(C)(C)C)NC(=O)NC=1C(N(C=C(C1O)C)C)=O